BrC1=C(C(=CC(=C1O)Br)/C=N/C=1N=CC=2N(C1)C=C(N2)C2=CC=CC=C2)O (E)-2,4-dibromo-6-(((2-phenylimidazo[1,2-a]pyrazin-6-yl)imino)methyl)benzene-1,3-diol